2-phenyl-1-((1R,5S,9R)-9-phenyl-4-oxa-1,3-diazabicyclo[3.3.1]non-6-en-3-yl)ethan-1-one C1(=CC=CC=C1)CC(=O)N1CN2CC=C[C@H](O1)[C@H]2C2=CC=CC=C2